FC(C(=O)O)C1=CC=CC=C1 2-fluoro-2-phenylacetic acid